OC[C@@H]1OC=2C(=C3CN(C(C3=CC2)=O)[C@@H]2C(NC(CC2)=O)=O)OC1 (S)-3-((S)-3-(hydroxymethyl)-7-oxo-2,3,7,9-tetrahydro-8H-[1,4]dioxino[2,3-e]isoindol-8-yl)piperidine-2,6-dione